(S)-1-amino-3-(4,5-dihydro-1H-benzo[d]azepin-3(2H)-yl)propan-2-ol NC[C@@H](CN1CCC2=C(CC1)C=CC=C2)O